ClC=1C=C(C=C(C1)Cl)S(=O)(=O)NC1=CC=C(C=C1)S(NC1=C(C=C(C=C1)F)C(F)(F)F)(=O)=O 3,5-dichloro-N-(4-(N-(2-trifluoromethyl-4-fluorophenyl)sulfamoyl)phenyl)benzenesulfonamide